O1C[C@H](NC(CC1)([2H])[2H])CO (R)-(1,4-oxazepan-3-yl-5,5-d2)methanol